(R)-4-bromoindan-1-ol BrC1=C2CC[C@H](C2=CC=C1)O